tert-butyl (2R,3S)-2-[(2S,4R)-2-[(1-methylbenzotriazol-5-yl)methylcarbamoyl]-4-(spiro[2.5]octan-6-ylmethyl)pyrrolidine-1-carbonyl]-3-(pyrrolidine-1-carbonyl)piperidine-1-carboxylate CN1N=NC2=C1C=CC(=C2)CNC(=O)[C@H]2N(C[C@@H](C2)CC2CCC1(CC1)CC2)C(=O)[C@@H]2N(CCC[C@@H]2C(=O)N2CCCC2)C(=O)OC(C)(C)C